NC1=NC=2C=CC(=CC2C2=C1C(OC2)(C)C)C(=O)N(CC2=NC=C(C=C2)C(F)(F)F)CC(C)C 4-amino-N-isobutyl-3,3-dimethyl-N-[[5-(trifluoromethyl)-2-pyridyl]methyl]-1H-furo[3,4-c]quinoline-8-carboxamide